3-ethyl-3-[{3-(triethoxysilyl)propoxy}methyl]oxetane C(C)C1(COC1)COCCC[Si](OCC)(OCC)OCC